Cl.ClC=1C(=NC=C(C1)C(F)(F)F)O[C@@H]1CNCC1 (S)-3-chloro-2-(pyrrolidin-3-yloxy)-5-(trifluoromethyl)pyridine hydrochloride